CC1(CN(C1)C(=O)N1N=CC(=C1)N1C(NC2=NC=CC=C21)=O)C (1-(3,3-dimethyl-azetidine-1-carbonyl)-1H-pyrazol-4-yl)-1,3-dihydro-2H-imidazo[4,5-b]pyridin-2-one